O1CCC(CC1)CN1CCC2(CCCN(C2)S(=O)(=O)C2=CC=C(C=N2)N2C(OCC2)=O)CC1 3-(6-((9-((Tetrahydro-2H-pyran-4-yl)methyl)-2,9-diazaspiro[5.5]undecan-2-yl)sulfonyl)pyridin-3-yl)oxazolidin-2-one